CS(=O)(=O)NC1=C2N=CC=NC2=CC=C1 5-(methylsulfonamido)quinoxalin